(3r,5r,7r)-1-(2'-bromo-4'-(tert-butyl)-2-(methoxymethoxy)-5-methyl-[1,1'-biphenyl]-3-yl)adamantane BrC1=C(C=CC(=C1)C(C)(C)C)C1=C(C(=CC(=C1)C)C12CC3CC(CC(C1)C3)C2)OCOC